3-methoxy-5-nitro-pyridin-2-amine COC=1C(=NC=C(C1)[N+](=O)[O-])N